C1(CC1)C(=O)NC1=CC(=C(N=N1)C(=O)NC([2H])([2H])[2H])NC1=NC=CC2=C1N(C(C=1N2N=C(C1)C)([2H])[2H])C 6-(cyclopropanecarboxamido)-4-((2,5-dimethyl-4,5-dihydropyrazolo[1,5-a]pyrido[3,4-e]pyrazin-6-yl-4,4-d2)amino)-N-(methyl-d3)pyridazine-3-carboxamide